CC(=O)C1=CC2=C(C=C1)SC3=CC=CC=C3N2CCCN(C)C The molecule is a member of the class of phenothiazines that is 10H-phenothiazine substituted by an acetyl group at position 2 and a 3-(dimethylamino)propyl group at position 10. It has a role as a phenothiazine antipsychotic drug. It is a methyl ketone, an aromatic ketone, a tertiary amino compound and a member of phenothiazines.